(4-Hydroxypiperidin-1-yl)-N-(2-methoxypyridin-3-yl)-2-morpholinooxazolo[4,5-b]pyridine-6-carboxamide OC1CCN(CC1)C1=C(C=C2C(=N1)N=C(O2)N2CCOCC2)C(=O)NC=2C(=NC=CC2)OC